5-(4-fluorophenyl)-1-(2-hydroxyethyl)-4-oxo-1,4-dihydropyridine-3-carboxylic acid FC1=CC=C(C=C1)C=1C(C(=CN(C1)CCO)C(=O)O)=O